(S)-3-(isoquinolin-4-yl)-1-neopentyl-2-oxoimidazolidine-4-carbonitrile C1=NC=C(C2=CC=CC=C12)N1C(N(C[C@H]1C#N)CC(C)(C)C)=O